NC1CCN(CC1)CN1C=CC2=C1C=NN=N2 5-((4-Aminopiperidin-1-yl)methyl)pyrrolotriazine